ClC=1C(=NC=CC1C1=C(C(=CC=C1)C1=CC=C2C(=N1)N(C=C2CNC[C@H](C)O)C)Cl)C2=CC(=C(C=C2)CNC[C@@H]2CCC(N2)=O)OC (5S)-5-[[[4-[3-Chloro-4-[2-chloro-3-[3-[[[(2S)-2-hydroxypropyl]amino]methyl]-1-methyl-pyrrolo[2,3-b]pyridin-6-yl]phenyl]-2-pyridyl]-2-methoxy-phenyl]methylamino]methyl]pyrrolidin-2-one